C(C)(C)(C)OC(=O)NC(NCC1=CC=C(C=C1)NC(C)=O)=S N-(4-((3-tert-butoxycarbonylthioureido)methyl)phenyl)acetamide